FC1=CC=CC=2C3CC[C@@]4(/C(/C[C@H](C4C3CCC12)CCC(=O)N1CCOCC1)=N/O)C 3-((13S,15R,E)-4-fluoro-17-(hydroxyimino)-13-methyl-7,8,9,11,12,13,14,15,16,17-decahydro-6H-cyclopenta[a]phenanthren-15-yl)-1-morpholinopropan-1-one